BrC=1C(=C2C(=NC1)NC(=N2)C2=C(N(C(=C2)C)C2=C(C=C(C=C2)NS(=O)(=O)C)C)C)NC=2C=C(C=CC2)S(=O)(=O)N 3-((6-bromo-2-(2,5-dimethyl-1-(2-methyl-4-(methylsulfonamido)phenyl)-1H-pyrrol-3-yl)-3H-imidazo[4,5-b]pyridine-7-yl)amino)benzenesulfonamide